5-(11,12-Didehydrodibenzo[b,f]azocin-5(6H)-yl)-5-oxopentanoic acid C1=CC=CC=2N(CC3=C(C#CC21)C=CC=C3)C(CCCC(=O)O)=O